BrCCCCC(CCCCC)Br 1,5-dibromo-decane